C1(=CC=CC=C1)C=1C=CC=2N(C1)C=CN2 6-phenylimidazo[1,2-a]pyridin